CN1N=C(C=C1)NC(=O)C1=CC=C(C=N1)N1CCN(CC1)C(=O)OC(C)(C)C tert-butyl 4-(6-((1-methyl-1H-pyrazol-3-yl)carbamoyl)pyridin-3-yl)piperazine-1-carboxylate